FC=1C=C(C=CC1F)C1CN(C1)C=1C=C(C=C(C1F)F)[C@@H]1[C@@H](C1)C=1C=NC(=NC1)C1=NC=CC=N1 cis-5-(2-(3-(3-(3,4-difluorophenyl)azetidin-1-yl)-4,5-difluorophenyl)cyclopropyl)-2,2'-bipyrimidine